CC1=C(C=C2CCN(C2=C1)C(CC)=O)C1=CC=C(C(=O)O)C=C1 4-(6-methyl-1-propionylindolin-5-yl)benzoic Acid